(Z)-N-benzyl-3-phenylacrylamide C(C1=CC=CC=C1)NC(\C=C/C1=CC=CC=C1)=O